(2S)-N-[2-[[6-[(5-cyclobutylthiazol-2-yl)amino]-2-ethyl-pyrimidin-4-yl]amino]ethyl]-2-(methylamino)propionamide C1(CCC1)C1=CN=C(S1)NC1=CC(=NC(=N1)CC)NCCNC([C@H](C)NC)=O